(12aR)-9-Bromo-10-chloro-1,2,3,4,12,12a-hexahydro-6H-pyrazino[2,1-c][1,4]benzoxazepine-8-carbonitrile BrC1=C(C2=C(CN3[C@@H](CO2)CNCC3)C=C1C#N)Cl